BrC1=NC=CC=C1/C=C/C(=O)O (2E)-3-(2-bromopyridin-3-yl)prop-2-enoic acid